5-(5-(2-fluoro-6-methoxyphenyl)-1H-pyrazolo[3,4-c]pyridin-3-yl)-3-methylisoxazole FC1=C(C(=CC=C1)OC)C=1C=C2C(=CN1)NN=C2C2=CC(=NO2)C